4-fluoro-4-(5-((1S,5R)-5-(trifluoromethyl)-3-(8-(trifluoromethyl)quinolin-5-yl)-3-azabicyclo[3.1.0]hexan-1-yl)-1,3,4-oxadiazol-2-yl)piperidine-1-carboxylate FC1(CCN(CC1)C(=O)[O-])C=1OC(=NN1)[C@@]12CN(C[C@]2(C1)C(F)(F)F)C1=C2C=CC=NC2=C(C=C1)C(F)(F)F